N(C1=CC=CC=C1)C(C=1C=CC(=NC1)C#N)P(=O)(OC1=CC=CC=C1)OC1=CC=CC=C1 5-[anilino(diphenoxyphosphoryl)methyl]pyridine-2-carbonitrile